C(#N)[C@]1([C@@H](C1)C=C)NS(=O)(=O)C=1C=C2C(N(C(N(C2=CC1)CC)=O)CC)=O N-((1S,2S)-1-cyano-2-vinylcyclopropyl)-1,3-diethyl-2,4-dioxo-1,2,3,4-tetrahydroquinazoline-6-sulfonamide